C(C)(C)(C)OC(=O)N1CC(C1)C=1N(C2=NC(=NC(=C2N1)N1CCOCC1)N1N=C(C=C1)C1=CC=CC=C1)C 3-(9-methyl-6-morpholino-2-(3-phenyl-1H-pyrazol-1-yl)-9H-purin-8-yl)azetidine-1-carboxylic acid tert-butyl ester